2-(6-(piperazin-1-yl)pyridin-3-yl)propan-2-ol hydrochloride Cl.N1(CCNCC1)C1=CC=C(C=N1)C(C)(C)O